4-((1'-(2-cyclopropyl-5-methoxy-4-nitrophenyl)-[4,4'-bipiperidin]-1-yl)methyl)piperidine-1-carboxylic acid tert-butyl ester C(C)(C)(C)OC(=O)N1CCC(CC1)CN1CCC(CC1)C1CCN(CC1)C1=C(C=C(C(=C1)OC)[N+](=O)[O-])C1CC1